NC=1C=C2C(N(C(N(C2=CC1)CCCN1CCOCC1)=O)CCOC)=O 6-amino-3-(2-methoxyethyl)-1-(3-morpholinopropyl)quinazoline-2,4(1H,3H)-dione